C(C)C1=C(C=CC(=C1F)F)N1CN(C(C2=C1C=NC(=C2)C(F)(F)F)=O)C=2C(=NC(=CC2)OC)C 1-(2-ethyl-3,4-difluorophenyl)-3-(6-methoxy-2-meth-ylpyridin-3-yl)-6-(trifluoromethyl)-2,3-dihydropyrido-[3,4-d]pyrimidin-4(1H)-one